ClC1C=2N(C3=C(CC14OCCO4)C=CC=C3)C(=NN2)[C@@H]2CC[C@H](CC2)C(F)(F)F chloro-1'-[trans-4-(trifluoromethyl)cyclohexyl]-4'H,6'H-spiro[1,3-dioxolan-2,5'-[1,2,4]triazolo[4,3-a][1]benzazepine]